NC1=C(C=CC=C1)NC1=CC2=C(NC(N2)=O)C=C1 5-((2-Aminophenyl)amino)-1H-benzo[d]imidazol-2(3H)-one